N-nonanoyl-isoleucine C(CCCCCCCC)(=O)N[C@@H]([C@@H](C)CC)C(=O)O